C(C)C=1C=C(C=CC1)C=1C=NC(=NC1)C(=O)NCCOCCNCC(=O)N1CCN(CC1)C(C1=C(C=CC(=C1)CC1=NNC(C2=CC=CC=C12)=O)F)=O 5-(3-ethylphenyl)-N-[2-[2-[[2-[4-[2-fluoro-5-[(4-oxo-3H-phthalazin-1-yl)methyl]benzoyl]piperazin-1-yl]-2-oxo-ethyl]amino]ethoxy]ethyl]pyrimidine-2-carboxamide